N2-(3-((1-(cyclopropylmethyl)pyrrolidin-3-yl)methoxy)-4-methoxyphenyl)-N4-methylpyrimidine-2,4-diamine C1(CC1)CN1CC(CC1)COC=1C=C(C=CC1OC)NC1=NC=CC(=N1)NC